rhodium ammonia N.[Rh]